O1COC2=C1C=CC(=C2)C2=NC(=C1C(=N2)N(N=C1)C1=CC=C(C=C1)Cl)NC(=O)C=1SC(=CC1)[N+](=O)[O-] N-(6-(benzo[d][1,3]dioxol-5-yl)-1-(4-chlorophenyl)-1H-pyrazolo[3,4-d]pyrimidin-4-yl)-5-nitrothiophene-2-carboxamide